1-methyl-3-(2-oxo-2-(m-tolyl)ethyl)-1H-imidazole CN1CN(C=C1)CC(C=1C=C(C=CC1)C)=O